N-(4-cyclobutyl-3-(4-fluorophenyl)-1-methyl-1H-pyrazol-5-yl)-3,3-dimethylbutanamide C1(CCC1)C=1C(=NN(C1NC(CC(C)(C)C)=O)C)C1=CC=C(C=C1)F